C(CC)C(C(=O)O)C.C(CC)(=O)OCCC propyl propionate (propylpropionate)